N[C@@H](C(=O)O)C1=CC(=CC(=C1)OC)F |r| (+/-)-2-amino-2-(3-fluoro-5-methoxyphenyl)acetic acid